ClC1=CC=C(N=N1)OCC1=C(N=NN1C1=CC=C(C=C1)C(F)F)C=O 5-(((6-Chloropyridazin-3-yl)oxy)methyl)-1-(4-(difluoromethyl)phenyl)-1H-1,2,3-triazole-4-carbaldehyde